C(CCC)(=O)N[C@@H](CCCCN)C(=O)[O-].C(CCC)(=O)N[C@@H](CCCCN)C(=O)[O-].[Zn+2] zinc di-(butyryl lysinate)